ClC1=C(NC2=NC=CC=C21)C2=NN(C1=NC=NC(=C12)N)CC(C)(C)C 3-(3-Chloro-1H-pyrrolo[2,3-b]pyridin-2-yl)-1-neopentyl-1H-pyrazolo[3,4-d]pyrimidin-4-amine